5-bromo-2-[3-(1-methanesulfonylpiperidin-4-yl)-2-oxoimidazolidin-1-yl]benzonitrile BrC=1C=CC(=C(C#N)C1)N1C(N(CC1)C1CCN(CC1)S(=O)(=O)C)=O